C(C)(C)(C)N(C(=O)C=1C2=C(N(N1)C1=CC(=CC(=C1)Cl)Cl)C1=C(OCC2)C=C(C(=C1)C=1C=NC=C(C1)C(N)=O)OC)C N-(tert-butyl)-9-(5-carbamoylpyridin-3-yl)-1-(3,5-dichlorophenyl)-8-methoxy-N-methyl-4,5-dihydro-1H-benzo[2,3]oxepino[4,5-c]pyrazole-3-carboxamide